C(C(C)C)NC1=C(C=CC(=C1)C=1C=NC(=CC1)OCCN1CCN(CC1)C)C N-iso-Butyl-2-methyl-5-(6-(2-(4-methylpiperazin-1-yl)ethoxy)pyridin-3-yl)aniline